cyclopentadienyl-propylcyclopentadienyl-ruthenium(II) C1(C=CC=C1)C1(C=CC=C1)[Ru]CCC